ClC=1C(=C(C(N(N1)C)=O)C1=C(C=CC2=CC=C(C=C12)F)C)O 6-chloro-4-(7-fluoro-2-methyl-1-naphthalenyl)-5-hydroxy-2-methyl-3(2H)-pyridazinone